hydroxy-phenyl-propionic acid OC(C(=O)O)(C)C1=CC=CC=C1